FC1(CCN(CC1)C1=NC2=C3C(C(N[C@@H](CN13)C)=O)=CC(=C2)F)F (R)-1-(4,4-difluoropiperidin-1-yl)-4-fluoro-8-methyl-8,9-dihydro-2,7,9a-triazabenzo[cd]azulen-6(7H)-one